(5-(cyclobutylmethyl)-1-(2,6-dimethoxyphenyl)-2-(6-ethoxypyridin-2-yl)-1H-imidazo[4,5-b]pyrazin-6-yl)methanesulfonamide C1(CCC1)CC=1N=C2C(=NC1CS(=O)(=O)N)N(C(=N2)C2=NC(=CC=C2)OCC)C2=C(C=CC=C2OC)OC